tert-butyl (3R)-3-[({4-[5-(tert-butoxycarbonyl)-3-[(3-chloro-2-methoxyphenyl)amino]-4-oxo-1H,6H,7H-pyrrolo[3,2-c]pyridin-2-yl]pyridin-3-yl}oxy)methyl]morpholine-4-carboxylate C(C)(C)(C)OC(=O)N1C(C2=C(CC1)NC(=C2NC2=C(C(=CC=C2)Cl)OC)C2=C(C=NC=C2)OC[C@@H]2N(CCOC2)C(=O)OC(C)(C)C)=O